6,6,6-trifluoro-2,2-dimethyl-3,5-hexanedione FC(C(CC(C(C)(C)C)=O)=O)(F)F